3-(4-chlorophenylethyl)-1,4,2-dioxazol-5-one ClC1=CC=C(C=C1)CCC1=NOC(O1)=O